(S)-5-(Azetidin-2-ylmethoxy)-2-methyl-N-(1-(7-(methylsulfonamido)quinolin-5-yl)cyclopropyl)benzamide N1[C@@H](CC1)COC=1C=CC(=C(C(=O)NC2(CC2)C2=C3C=CC=NC3=CC(=C2)NS(=O)(=O)C)C1)C